FC(C1=NN=C(O1)C=1C=CC(=NC1)CN1N=NC(=C1)C=1C=C(C=CC1)NC(C(C)(C)F)=O)F N-(3-(1-((5-(5-(difluoromethyl)-1,3,4-oxadiazol-2-yl)pyridin-2-yl)methyl)-1H-1,2,3-triazol-4-yl)phenyl)-2-fluoro-2-methylpropanamide